NC1=C(C=C(C=N1)C=1N=C(N(C1)C12CC(C1)(C2)N2CC(N(CC2)C)=O)C2CC2)OC(F)(F)F 4-(3-(4-(6-amino-5-(trifluoromethoxy)pyridin-3-yl)-2-cyclopropyl-1H-imidazol-1-yl)bicyclo[1.1.1]pentan-1-yl)-1-methylpiperazin-2-one